3-[4-[4-[(4-Aminocyclohexyl)methyl]piperazin-1-yl]-2-chloro-phenyl]piperidine-2,6-dione NC1CCC(CC1)CN1CCN(CC1)C1=CC(=C(C=C1)C1C(NC(CC1)=O)=O)Cl